6-bromo-7-methoxy-1,2,3,4-tetrahydroquinoline BrC=1C=C2CCCNC2=CC1OC